BrC1=NC2=C(N1C(=O)OC(C)(C)C)C(=C(C=C2)SCCC(=O)OC)Cl tert-butyl 2-bromo-7-chloro-6-((3-methoxy-3-oxopropyl) thio)-1H-benzo[d]imidazole-1-carboxylate